N(=[N+]=[N-])C1(CN(C1)C(=O)OC(C)(C)C)C1=C(C=C(C=C1)OCC1=CC=CC=C1)OCC1=CC=CC=C1 tert-butyl 3-azido-3-[2,4-bis(benzyloxy)phenyl]azetidine-1-carboxylate